FC1=C(OC2=NC=CC=C2C(=O)N)C=CC(=C1)CC(=O)NC=1SC(=C(N1)C=1C=NC=NC1)C 2-(2-fluoro-4-(2-((5-methyl-4-(pyrimidin-5-yl)thiazol-2-yl)amino)-2-oxoethyl)phenoxy)pyridine-3-carboxamide